3-[(6-Chloropyridin-3-yl)(methyl)amino]-N-methyl-1-(oxan-4-yl)pyrazolo[4,3-b]pyridine-5-carboxamide ClC1=CC=C(C=N1)N(C1=NN(C=2C1=NC(=CC2)C(=O)NC)C2CCOCC2)C